methyl 3-(2-{2'-chloro-5'-methoxy-6-methyl-[4,4'-bipyridine]-3-amido}imidazo[2,1-b][1,3,4]thiadiazol-6-yl)cyclopentane-1-carboxylate ClC1=NC=C(C(=C1)C1=C(C=NC(=C1)C)C(=O)NC1=NN2C(S1)=NC(=C2)C2CC(CC2)C(=O)OC)OC